(1R,2S,3R,5R)-3-(2-amino-4-methyl-7H-pyrrolo[2,3-d]pyrimidin-7-yl)-5-[(S)-(3,4-difluorophenyl)(hydroxy)methyl]cyclopentane-1,2-diol NC=1N=C(C2=C(N1)N(C=C2)[C@H]2[C@@H]([C@@H]([C@H](C2)[C@H](O)C2=CC(=C(C=C2)F)F)O)O)C